COC(=O)C1=CN=C(S1)N1C[C@@H]2OCCN([C@@H]2C1)C(=O)OCC1=CC=CC=C1 (cis)-Benzyl 6-(5-(methoxycarbonyl)thiazol-2-yl)hexahydropyrrolo[3,4-b][1,4]oxazine-4(4aH)-carboxylate